heptadiene-2,4-dienol C(=C=C=C=CCC)O